4-(((trans)-4-(4-(1H-pyrazol-1-yl)phenyl)cyclohexyl)thio)-1H-1,2,3-triazole-5-carboxylic acid 2,2,2-trifluoroacetate FC(C(=O)O)(F)F.N1(N=CC=C1)C1=CC=C(C=C1)[C@@H]1CC[C@H](CC1)SC=1N=NNC1C(=O)O